COC1OCCCC1 methoxytetrahydro-2H-pyran